The molecule is an oxodicarboxylic acid that is glutaric acid which is substituted by oxo groups at positions 2 and 4. It is an oxo dicarboxylic acid and a beta-diketone. C(C(=O)C(=O)O)C(=O)C(=O)O